5-(pentafluorosulfanyl)aniline FS(C=1C=CC=C(N)C1)(F)(F)(F)F